3-(2-(((2s,3aR,5r,6aS)-5-Aminooctahydropentalen-2-yl)amino)-5-(trifluoromethyl)pyrimidin-4-yl)-7-(dimethylphosphoryl)-1H-indole-6-carbonitrile NC1C[C@@H]2CC(C[C@@H]2C1)NC1=NC=C(C(=N1)C1=CNC2=C(C(=CC=C12)C#N)P(=O)(C)C)C(F)(F)F